C1(CCCCC1)SSC(CC(C)=O)C 4-(cyclohexyldisulfanyl)pentan-2-one